1,1,1,2-tetrafluoro-2-chloropropane FC(C(C)(Cl)F)(F)F